N-(2-(4,4-difluoropiperidin-1-yl)-6-methylpyrimidin-4-yl)-2-(4,4-dimethyl-1,4-azasilinan-1-yl)-5-fluoro-4-((2-hydroxyethyl)sulfonamido)benzamide FC1(CCN(CC1)C1=NC(=CC(=N1)NC(C1=C(C=C(C(=C1)F)NS(=O)(=O)CCO)N1CC[Si](CC1)(C)C)=O)C)F